2-(4-(((6-(isoindolin-2-ylmethyl)-4-oxo-4H-pyran-3-yl)oxy)methyl)phenyl)-N,N-dimethylacetamide C1N(CC2=CC=CC=C12)CC1=CC(C(=CO1)OCC1=CC=C(C=C1)CC(=O)N(C)C)=O